C(C)(C)(C)[C@@H]1CC=2C=C(C(=NC2C=2N1C(=C(C(C2)=O)C(=O)OCC)C)Cl)OCCCOC ethyl (S)-6-(tert-butyl)-2-chloro-3-(3-methoxypropoxy)-8-methyl-10-oxo-5,10-dihydro-6H-pyrido[1,2-h][1,7]naphthyridine-9-carboxylate